BrC1=CC=C(C=C1)N1N=NN(C1=O)CC(CNC(OC(C)(C)C)=O)=C(F)F tert-butyl (2-((4-(4-bromophenyl)-5-oxo-4,5-dihydro-1H-tetrazol-1-yl)methyl)-3,3-difluoroallyl)carbamate